C(C1=CC=CC=C1)OC1=NC(=NC2=C(C(=C3C(=C12)OCO3)Br)F)S(=O)C 9-(benzyloxy)-4-bromo-5-fluoro-7-(methylsulfinyl)-[1,3]dioxolo[4,5-f]quinazoline